2-(4-hydroxy-3-methoxyphenyl)-4H-1-benzopyran-4-one OC1=C(C=C(C=C1)C=1OC2=C(C(C1)=O)C=CC=C2)OC